ClC1=CC=C(C=C1)C(C#N)=C1CCN(CC1)C(=O)N1CCCCC1 2-(4-chlorophenyl)-2-(1-(piperidine-1-carbonyl)piperidin-4-ylidene)acetonitrile